(R)-2-(6-((1-(3-(difluoromethyl)-2-fluorophenyl)ethyl)amino)-5-(1,3-dioxolane-2-yl)-2-methoxypyrimidin-4-yl)-N-morpholinoacetamide FC(C=1C(=C(C=CC1)[C@@H](C)NC1=C(C(=NC(=N1)OC)CC(=O)NN1CCOCC1)C1OCCO1)F)F